7-(3-acetyl-7-(trifluoromethyl)thieno[3,2-b]pyridin-5-yl)-2,7-diazaspiro[3.5]nonane-2-carboxylic acid tert-butyl ester C(C)(C)(C)OC(=O)N1CC2(C1)CCN(CC2)C2=CC(=C1C(=N2)C(=CS1)C(C)=O)C(F)(F)F